Racemic-4-((2,2-difluoro-6-(6-(methoxycarbonyl)pyridin-3-yl)-7-azaspiro[3.5]non-7-yl)methyl)-5,7-dimethyl-1H-indole-1-carboxylic acid tert-butyl ester C(C)(C)(C)OC(=O)N1C=CC2=C(C(=CC(=C12)C)C)CN1[C@H](CC2(CC(C2)(F)F)CC1)C=1C=NC(=CC1)C(=O)OC |r|